O1COC2=C1C=CC(=C2)C=2N=C(NC2C2=NC(=CC=C2)C)C(C)(C)C 2-[4-(1,3-benzodioxole-5-yl)-2-(1,1-dimethylethyl)-1H-imidazol-5-yl]-6-methyl-pyridine